N-(mesitylenesulfonyl)-2-(naphthalen-1-yloxy)acetamide C1(=C(C(=CC(=C1)C)C)S(=O)(=O)NC(COC1=CC=CC2=CC=CC=C12)=O)C